FC1(C(C1)C1=C(C(=O)NC2=NC=NS2)C=CC=C1)F 2-(2,2-difluorocyclopropyl)-N-(1,2,4-thiadiazol-5-yl)benzamide